1-(4-(((6-amino-5-(4-phenoxyphenyl)pyrimidin-4-yl)amino)methyl)-3,3-difluoropiperidin-1-yl)prop-2-en-1-one NC1=C(C(=NC=N1)NCC1C(CN(CC1)C(C=C)=O)(F)F)C1=CC=C(C=C1)OC1=CC=CC=C1